magnesium isobutyl-n-butoxide C(C(C)C)C([O-])CCC.[Mg+2].C(C(C)C)C([O-])CCC